BrC=1C=C2C(C(=O)NC2=O)=CC1 4-bromophthalimide